2-(bromomethyl)pyridine HBr salt Br.BrCC1=NC=CC=C1